(Z)-2-cyano-3-hydroxy-N-(5-(2-(6-methoxypyridin-3-yl)ethyl)-4-(trifluoromethyl)pyrimidin-2-yl)-3-(5-methylisoxazol-4-yl)acrylamide C(#N)/C(/C(=O)NC1=NC=C(C(=N1)C(F)(F)F)CCC=1C=NC(=CC1)OC)=C(\C=1C=NOC1C)/O